2-{2-[(1s,4s)-4-{[rel-(6R,7R)-2-oxo-3-oxa-1,8-diazaspiro[5.5]undecan-7-yl]methoxy}cyclohexyl]phenoxy}acetic acid hydrochloride Cl.O=C1N[C@]2(CCO1)[C@@H](NCCC2)COC2CCC(CC2)C2=C(OCC(=O)O)C=CC=C2 |o1:4,8|